FC(C1=NN=C(S1)N1C2=C(C3=CC=C(C=C13)S(NC1(CC1)C)(=O)=O)C(=CC=N2)C=2CCN(CC2)C(=O)N(C)C)F 4-(9-(5-(difluoromethyl)-1,3,4-thiadiazol-2-yl)-7-(N-(1-methylcyclopropyl)sulfamoyl)-9H-pyrido[2,3-b]indol-4-yl)-N,N-dimethyl-3,6-dihydropyridine-1(2H)-carboxamide